C(C1=CC=CC=C1)OC(=O)NC(C(=O)N1[C@@H]([C@H]2C([C@H]2C1)(C)C)C(=O)O)C1(CC1)C (1R,2S,5S)-3-[2-(benzyloxycarbonylamino)-2-(1-methylcyclopropyl)acetyl]-6,6-dimethyl-3-azabicyclo[3.1.0]hexane-2-carboxylic acid